C[SiH](C1=CC=C(C(=O)Cl)C=C1)C 4-(dimethyl-silyl)-benzoyl chloride